3-(sec-butyl)-6-fluoro-4-(3-hydroxyazetidine-1-carbonyl)-1,3,4,5-tetrahydro-2H-benzo[1,4]diazepin-2-one C(C)(CC)C1C(NC2=C(CN1C(=O)N1CC(C1)O)C(=CC=C2)F)=O